dotriacontanal C(CCCCCCCCCCCCCCCCCCCCCCCCCCCCCCC)=O